(S)-N'-(3-(6-Cyclopropyl-4-((2-fluoro-4-iodophenyl)amino)-1,3-dimethyl-2,5-dioxo-1,2,5,6-tetrahydropyrido[2,3-d]pyridazin-8-yl)phenyl)-N-methylmethanesulfonimidamide C1(CC1)N1N=C(C2=C(C1=O)C(=C(C(N2C)=O)C)NC2=C(C=C(C=C2)I)F)C=2C=C(C=CC2)N=[S@](=O)(NC)C